COC=1C=C(N=NC1OCC1=NC=CC=C1)N(N)C(=O)C1=NOC(=C1)COC N-(5-methoxy-6-(2-pyridinyl-methoxy)pyridazin-3-yl)-5-(methoxymethyl)isoxazole-3-carboxylic acid hydrazide